3-methoxy-5-[2-(4-methoxy-phenyl)-vinyl]-phenol COC=1C=C(C=C(C1)C=CC1=CC=C(C=C1)OC)O